COC=1C=C(C=CC1OC)C=1NC2=CC=C(C=C2C1CC(F)(F)F)C1CCN(CC1)CC(=O)N(CC)CCN(C)C 2-(4-(2-(3,4-dimethoxyphenyl)-3-(2,2,2-trifluoroethyl)-1H-indol-5-yl)piperidin-1-yl)-N-(2-(dimethylamino)ethyl)-N-ethylacetamide